(-)-2-butanol CC[C@@H](C)O